BrC1=CC(=C(C(=O)O)C=C1Cl)O 4-bromo-5-chloro-2-hydroxybenzoic acid